F[C@H](C1=CC2=C(SC(=C2)C(=O)O)C=C1)P(=O)(N1[C@@H](CC1)C(=O)OCCC)OC1=CC=CC=C1 5-((1S)-fluoro(phenoxy((S)-2-(propoxycarbonyl)azetidin-1-yl)phosphoryl)methyl)benzo[b]thiophene-2-carboxylic acid